r-dimethyl terephthalate C(C1=CC=C(C(=O)OC)C=C1)(=O)OC